3-[[5-(3,5-dichloro-phenyl)-5-(trifluoromethyl)-4H-isoxazol-3-yl]amino]-2,6-difluoro-benzoic acid ClC=1C=C(C=C(C1)Cl)C1(CC(=NO1)NC=1C(=C(C(=O)O)C(=CC1)F)F)C(F)(F)F